pyrrolidine dithioformate ammonium salt [NH4+].C(=S)[S-].N1CCCC1